CN(C(C(=O)O)=O)C1COC2=C1C=CC(=C2)C=2C=NC(=CC2)C(NC)=O 2-(Methyl-(6-(6-(methylcarbamoyl)pyridin-3-yl)-2,3-dihydrobenzofuran-3-yl)amino)-2-oxoacetic acid